O1COC2=C1C=CC(=C2)C(=O)O benzo[d][1,3]dioxole-5-carboxylic acid